3-[(sulfanyl)methyl]benzoic acid SCC=1C=C(C(=O)O)C=CC1